C(C)(C)N(C#N)CC=1OC(=NN1)C1=C(C=CC=C1)NC1=CC=C(C=C1)C(F)(F)F N-isopropyl-N-((5-(2-((4-(trifluoromethyl)phenyl)amino)phenyl)-1,3,4-oxadiazol-2-yl)methyl)cyanamide